C(C)(C)(C)C1=CC=C(CCNC)C=C1 1-(4-tert-butylbenzyl)-N-methyl-methylamine